2-amino-6-[[4-[[3-[4-(difluoromethoxy)phenyl]imidazo[1,2-a]pyrazin-8-yl]amino]-2-methylbenzoyl]amino]hexanoate NC(C(=O)[O-])CCCCNC(C1=C(C=C(C=C1)NC=1C=2N(C=CN1)C(=CN2)C2=CC=C(C=C2)OC(F)F)C)=O